C[C@H](/C=C/C(C)C)[C@H]1CC[C@@H]2[C@@]1(CC[C@H]3[C@H]2CCC4=CC(=O)C=C[C@]34C)C The molecule is a 3-oxo steroid that is (22E)-24nor-cholesta-1,4,22-triene substituted by an oxo group at position 3. It is isolated from the Hainan soft coral Dendronephthya studeri. It has a role as a coral metabolite.